2-[3-Cyclopropyl-5-(trifluoromethyl)pyrazol-1-yl]-1-[(5R)-2-methoxy-5-(3-methoxy-2-methyl-phenyl)-5,7-dihydropyrrolo[3,4-d]pyrimidin-6-yl]ethanone C1(CC1)C1=NN(C(=C1)C(F)(F)F)CC(=O)N1CC=2N=C(N=CC2[C@H]1C1=C(C(=CC=C1)OC)C)OC